7-chloro-2-[(3,3-dimethylindolin-1-yl)methyl]-6-methoxy-3H-quinazolin-4-one ClC1=C(C=C2C(NC(=NC2=C1)CN1CC(C2=CC=CC=C12)(C)C)=O)OC